5-(2-phenylpyrrolidin-1-yl)-1,2,4-oxadiazole-3-carboxylic acid ethyl ester C(C)OC(=O)C1=NOC(=N1)N1C(CCC1)C1=CC=CC=C1